5-bromo-3,3-dimethyl-1,2,3,4-tetrahydroquinoline BrC1=C2CC(CNC2=CC=C1)(C)C